C1(CC1)C1=C(C(=NO1)C1=C(C=CC=C1)F)COC1C[C@H]2CC[C@@H](C1)N2C=2SC1=C(N2)C2=C(CCO2)C(=C1)C(=O)OC Methyl 2-((1R,3R,5S)-3-((5-cyclopropyl-3-(2-fluorophenyl) isoxazol-4-yl) methoxy)-8-azabicyclo[3.2.1]oct-8-yl)-6,7-dihydrobenzofuro[7,6-d]thiazole-5-carboxylate